2-(2-(1-methoxyethyl)pyridin-3-yl)-1-(2,2,2-trifluoroethyl)-1H-indole COC(C)C1=NC=CC=C1C=1N(C2=CC=CC=C2C1)CC(F)(F)F